(2R)-1-[5-[(S)-amino(4,5-dichloro-2-hydroxyphenyl)methyl]-2-azabicyclo[2.2.1]heptan-2-yl]-2,3-dihydroxypropan-1-one N[C@@H](C1C2CN(C(C1)C2)C([C@@H](CO)O)=O)C2=C(C=C(C(=C2)Cl)Cl)O